(E)-1,2-dimethoxyprop-1-ene CO\C=C(/C)\OC